C(C1=CC=CC=C1)NC1CCN(CC1)CCCOC=1C(OC2=CC(=CC=C2C1)C=1C=NC=CC1)=O (3-(4-(benzylamino)piperidin-1-yl)propoxy)-7-(pyridin-3-yl)-2H-chromen-2-one